ClC1=CC(=C2C(=N1)NN=C2N)I 6-chloro-4-iodo-1H-pyrazolo[3,4-b]pyridin-3-amine